6-chloro-2-((4-trifluoromethylbenzyl)sulfinyl)benzo[d]oxazole ClC1=CC2=C(N=C(O2)S(=O)CC2=CC=C(C=C2)C(F)(F)F)C=C1